4-amino-N-(4-fluorophenyl)-1H-indazole-3-carboxamide NC1=C2C(=NNC2=CC=C1)C(=O)NC1=CC=C(C=C1)F